C[SiH](OCC)C dimethylethoxysilane